4-ethyl-9-[2-carboxy(4-methyl-4-cyclohexenyl)]carbonyloxyanthracene C(C)C1=CC=CC2=C(C3=CC=CC=C3C=C12)OC(=O)C1C(CC(=CC1)C)C(=O)O